FC1(CN(CC[C@H]1NC1=NN2C(C(=N1)OC)=C(C=C2)C=2C=CC1=C(N(N=N1)CC(F)F)C2)C2(COC2)[2H])F (R)-N-(3,3-difluoro-1-(oxetan-3-yl-3-d)piperidin-4-yl)-5-(1-(2,2-difluoroethyl)-1H-benzo[d][1,2,3]triazol-6-yl)-4-methoxypyrrolo[2,1-f][1,2,4]triazin-2-amine